C(C)(C)(C)OC(=O)NC(C(=O)O)CC1=CNC2=CC=CC=C12 2-(tert-butoxycarbonylamino)-3-(3-indolyl)propionic acid